3-((6-(8-(methoxycarbonyl)-3-azabicyclo[3.2.1]octan-3-yl)pyridin-3-yl)amino)propanoic acid COC(=O)C1C2CN(CC1CC2)C2=CC=C(C=N2)NCCC(=O)O